C(C)(CC)O[Si]1(O[SiH](O[Si](O[SiH](O1)C)(C)OC(C)CC)C)C 2,6-Di-sec-butoxy-2,4,6,8-tetramethyl-cyclotetrasiloxane